O1CCC(=CC1)C=1C(C(=C2COCCN2C1)C(=O)OC)=O Methyl 7-(3,6-dihydro-2H-pyran-4-yl)-8-oxo-1,3,4,8-tetrahydropyrido[2,1-c][1,4]oxazine-9-carboxylate